COC1=CC=C(C=C1)S(=O)(=NC1=C(N=C2N1C=CC(=C2)C2=NOC(=N2)C(F)(F)F)C)C (4-methoxyphenyl)(methyl)((2-methyl-7-(5-(trifluoromethyl)-1,2,4-oxadiazol-3-yl)imidazo[1,2-a]pyridin-3-yl)imino)-λ6-sulfanone